2-((6-fluoropyridin-3-yl)amino)-4-((2-methoxy-3-(1-methyl-1H-1,2,4-triazol-3-yl)phenyl)amino)-N-methylpyrimidine-5-formamide FC1=CC=C(C=N1)NC1=NC=C(C(=N1)NC1=C(C(=CC=C1)C1=NN(C=N1)C)OC)C(=O)NC